NC1=NC=NN2C1=C(C=C2C=2C=CC(N(C2)[C@@H]2CN(C[C@@H]2F)C(=O)C2=NC=C(N=C2)C)OC)C(F)(F)F 5-[4-amino-5-(trifluoromethyl)pyrrolo[2,1-f][1,2,4]triazin-7-yl]-N-[(3R,4S)-4-fluoro-1-(5-methylpyrazine-2-carbonyl)pyrrolidin-3-yl]-2-methoxypyridine